FC(C1CN(CCC1)CC1=CC=C(O1)C(C)=O)(F)F 1-(5-((3-(trifluoromethyl)piperidin-1-yl)methyl)furan-2-yl)ethan-1-one